3-(6-Chloro-5-(2'-hydroxy-3'-methoxy-[1,1'-biphenyl]-4-yl)-1H-indazol-3-yl)propanoic acid ClC1=C(C=C2C(=NNC2=C1)CCC(=O)O)C1=CC=C(C=C1)C1=C(C(=CC=C1)OC)O